ClC1=CC=C(S1)C[C@@H](C(=O)O)NC(=O)OCC1C2=CC=CC=C2C=2C=CC=CC12 (2S)-3-(5-chlorothiophene-2-yl)-2-(9H-fluoren-9-ylmethoxycarbonylamino)propionic acid